(Z)-1-chloro-2,3,3,4,4,5,5-Heptafluoro-1-pentene Cl\C=C(\C(C(C(F)F)(F)F)(F)F)/F